NC=1C(=NC(=CC1)Cl)NC1CCN(CC1)C(=O)OC(C)(C)C tert-butyl 4-((3-amino-6-chloropyridin-2-yl)amino)piperidine-1-carboxylate